BrCC1=CC=C(C=C1)C=1C=NN(C1)C(F)(F)F 4-[4-(bromomethyl)phenyl]-1-(trifluoromethyl)pyrazole